COC(C1=CC(=C(C=C1)N)NC[C@H]1OCC1)=O 4-amino-3-((((S)-oxetan-2-yl)methyl)amino)benzoic acid methyl ester